(2-(Ethylsulfanyl)-4-((4-fluorobenzyl)(prop-2-yn-1-yl)amino)-6-methylphenyl)carbamic acid methyl ester COC(NC1=C(C=C(C=C1C)N(CC#C)CC1=CC=C(C=C1)F)SCC)=O